N(=C=O)CC1(CCCC(C1)(C)C)C 3-isocyanatomethyl-3,5,5-trimethylcyclohexane